COC(=O)C1=NN(C2=CC=C(C=C12)Br)C1COCCC1 5-bromo-1-(tetrahydro-2H-pyran-3-yl)-1H-indazole-3-carboxylic acid methyl ester